ClC1=C(C=C(C=C1)NC(OC(C)(C)C)=O)C(NC=1C(=NC(=CC1F)C#CC1=CC=CC=C1)F)=O tert-butyl N-[4-chloro-3-[[2,4-difluoro-6-(2-phenylethynyl)-3-pyridyl]carbamoyl]phenyl]carbamate